FC(F)OCCOCCOCCOCCOC tetraethylene glycol methyl (difluoromethyl) ether